COC1=CC=C(CN(C(OC(C)(C)C)=O)C=2SC(=CN2)B2OC(C(O2)(C)C)(C)C)C=C1 tert-butyl (4-methoxybenzyl)(5-(4,4,5,5-tetramethyl-1,3,2-dioxaborolan-2-yl)thiazol-2-yl)carbamate